4-phenyl-7H-imidazo[4,5-c]Pyridazine C1(=CC=CC=C1)C=1C2=C(N=NC1)NC=N2